(R)-5-(((4-(3-chloro-4-(2-chloro-3-(1-methyl-3-(((((R)-oxetan-2-yl)methyl)amino)methyl)-1H-pyrrolo[2,3-b]pyridin-6-yl)phenyl)pyridin-2-yl)-2-methoxybenzyl)amino)methyl)pyrrolidin-2-one ClC=1C(=NC=CC1C1=C(C(=CC=C1)C1=CC=C2C(=N1)N(C=C2CNC[C@@H]2OCC2)C)Cl)C2=CC(=C(CNC[C@H]1CCC(N1)=O)C=C2)OC